di-tert-butyl ((4-((3-(1,1-difluoropropyl)phenyl)carbamoyl)-2-(6-methoxy-2',6'-dimethyl-[1,1'-biphenyl]-3-yl)-5-methyl-1H-imidazol-1-yl)methyl) phosphate P(=O)(OC(C)(C)C)(OC(C)(C)C)OCN1C(=NC(=C1C)C(NC1=CC(=CC=C1)C(CC)(F)F)=O)C=1C=C(C(=CC1)OC)C1=C(C=CC=C1C)C